Methyl 2-(cyclopropylmethylamino)-5-(4,4,5,5-tetramethyl-1,3,2-dioxaborolan-2-yl)benzoate C1(CC1)CNC1=C(C(=O)OC)C=C(C=C1)B1OC(C(O1)(C)C)(C)C